BrC1=CC=C(N=N1)[C@@H]1N(CCOC1)C=O |r| [rac-(3S)-3-(6-bromopyridazin-3-yl)morpholin-4-yl]methanone